C(C)(C)(C)OC(=O)N1C[C@](C(=CC1)F)(C(=O)O)C (S)-4-fluoro-3-methyl-3,6-dihydropyridine-1,3(2H)-dicarboxylic acid-1-(tert-butyl) ester